2-hydrazinyl-N,5-dimethyl-N-Phenylquinazolin-4-amine N(N)C1=NC2=CC=CC(=C2C(=N1)N(C1=CC=CC=C1)C)C